C1(=CC=CC=C1)[Se]COCC#N 2-((phenylseleno)methoxy)acetonitrile